3-(3-methylphenoxy)propylamine CC=1C=C(OCCCN)C=CC1